2-(2-chloro-4-nitrophenyl)-4-(trifluoromethyl)-2H-1,2,3-triazole ClC1=C(C=CC(=C1)[N+](=O)[O-])N1N=CC(=N1)C(F)(F)F